C(OCCC[Si](C[Si](C)(C)C)(C)C)(OC)=O [3-[dimethyl (trimethylsilylmethyl) silyl] propyl] methyl carbonate